ClC=1C=CC2=C(C(OC(N2)=O)=O)C1 6-chloro-1H-3,1-benzoxazine-2,4-dione